CC(C(C)C)N(C(C(=O)OCC(F)(F)F)=O)CC1=NC=CC=C1C 2,2,2-trifluoroethyl 2-[1,2-dimethylpropyl-[(3-methyl-2-pyridyl)methyl]amino]-2-oxo-acetate